FC1=CC=C(C=C1)C=1C(C(=NN(C1)COCC[Si](C)(C)C)C(=O)O)=O 5-(4-fluorophenyl)-4-oxo-1-((2-(trimethylsilyl)ethoxy)methyl)-1,4-dihydropyridazine-3-carboxylic acid